COC=1C=C(C=C(C1)OC)N1N=C(C=C(C1=O)CC(C)C)B1OC(C(O1)(C)C)(C)C 2-(3,5-dimethoxyphenyl)-4-isobutyl-6-(4,4,5,5-tetramethyl-1,3,2-dioxaborolan-2-yl)pyridazin-3(2H)-one